O1[C@@H](CC1)C(=O)[O-].[K+] potassium (S)-oxetane-2-carboxylate